(1R,3S)-3-amino-N-cyclopropylcyclohexane-1-carboxamide N[C@@H]1C[C@@H](CCC1)C(=O)NC1CC1